FC1=CC=C(C=C1)C1=CC2=C(N=C(O2)SCC2=CC=C(C=C2)C(F)(F)F)C=C1 6-(4-fluorophenyl)-2-((4-(trifluoromethyl)benzyl)thio)benzo[d]oxazole